NC(=O)C1=CC=CC2=CN(N=C12)C1=CC=C(C=C1)NC(=O)C1=C[NH+]=CC2=CC=CC=C12 4-[({4-[7-(aminocarbonyl)-2H-indazole-2-yl]phenyl}amino)carbonyl]isoquinolinium